C(C1=CC=CC=C1)N1CC2C(C1)C(N(C2CO[Si](C)(C)C(C)(C)C)C(=O)OC(C)(C)C)=O tert-butyl 5-benzyl-1-(((tert-butyldimethylsilyl)oxy)methyl)-3-oxohexahydropyrrolo[3,4-c]pyrrole-2(1H)-carboxylate